C(C)N1C=C(C=C1)C(=O)C1=NN(N=C1I)C (1-ethyl-1H-pyrrol-3-yl)(5-iodo-2-methyl-2H-1,2,3-triazol-4-yl)methanone